C[C@@H]1[C@H]2CC[C@@H](C[C@@H]1C1=CC=CC=C1)N2 2β-methyl-3β-phenyl-demethyl-tropane